3-[4-(1-methyl-1H-indazol-6-yl)phenyl]-5-(trifluoromethyl)-4,5-dihydro-1,2-oxazol-5-ol CN1N=CC2=CC=C(C=C12)C1=CC=C(C=C1)C1=NOC(C1)(O)C(F)(F)F